5-[(1R,4R)-6-chloro-4-fluoro-isochroman-1-yl]Tetrahydrofuran-3,4-diol ClC=1C=C2[C@H](CO[C@H](C2=CC1)C1C(C(CO1)O)O)F